CNCCC=C N-methylbut-3-en-1-amine